C1(=CC=CC=C1)S(=O)(=O)C1(CC=CCC1C)C(=O)O 1-benzenesulfonyl-6-methyl-3-cyclohexenecarboxylic acid